Cl.C1(=C(C=CC=C1)[C@H]1C[C@H](NC1)C(=O)OC)C methyl (2S,4R)-4-(o-tolyl)pyrrolidine-2-carboxylate hydrochloride